6-amino-7-fluoro-4-(but-2-yn-1-yl)-2H-benzo[b][1,4]oxazin-3(4H)-one NC1=CC2=C(OCC(N2CC#CC)=O)C=C1F